NC1=NC=2C(=CC=CC2C=2N1C=C(N2)C(=O)N2CC(CCC2)F)OC (5-amino-7-methoxyimidazo[1,2-c]quinazolin-2-yl)(3-fluoropiperidin-1-yl)methanone